tetrabenzo[bc,ef,o,uv]phenanthro[2,1,10,9-hijk]ovalene C=12C=3C4=C(C=5C6=C(C7=C8C=9C=%10C(=CC=%11C%12=C(C%13=CC=C%14C(C1C1=C4C6=C8C=8C%10C%11C%13=C%14C18)=CC=C2)C=CC=C%12)C%12=CC=CC=C%12C9C=C7)C=CC5)C=CC3